CN1N=C(C=C1)C(=O)N1CC2=C(C=C(C=C2CC1)C=1C=C2C(=NC1)NC=C2C)[C@H]2NCCC2 (S)-(1-methyl-1H-pyrazol-3-yl)(6-(3-methyl-1H-pyrrolo[2,3-b]pyridin-5-yl)-8-(Pyrrolidin-2-yl)-3,4-dihydroisoquinolin-2(1H)-yl)methanone